CN1CCN(CC1)C1=CC=C(C=C1)C(C)C1=C(C=2NC3=CC=CC=C3SC2C=C1)/C(=C/C(=O)[O-])/C(=O)[O-] 2-(1-(4-(4-methylpiperazin-1-yl) phenyl) ethyl)-10H-phenothiazinemaleate